2-((2-chloro-5-(difluoromethoxy)pyrimidin-4-yl)amino)-2-phenylethanol ClC1=NC=C(C(=N1)NC(CO)C1=CC=CC=C1)OC(F)F